3-(4-(aminomethyl)piperidin-1-yl)-1-(4-fluorophenyl)propan-1-one hydrochloride salt Cl.NCC1CCN(CC1)CCC(=O)C1=CC=C(C=C1)F